N1=C(N=CC2=C1C=NC=C2)N[C@H]2CN(CC2)C(=O)C2=CC=C(C=C2)NC(CC)=O (R)-N-(4-(3-(pyrido[3,4-d]pyrimidin-2-ylamino)pyrrolidine-1-carbonyl)phenyl)propionamide